1-ethyl-4-vinylpyridinium C(C)[N+]1=CC=C(C=C1)C=C